C(C)[S@@](=O)(=N)C=1C=C(C=CC1C1=NC2=C(C=NC(=C2)C(F)(F)F)N1C)C1(CC1)C#N (S)-1-[3-(ethylsulfonimidoyl)-4-[3-methyl-6-(trifluoromethyl)imidazo[4,5-c]pyridin-2-yl]phenyl]cyclopropanecarbonitrile